Cl.Cl.Cl.N[C@@H](CCCCN)C(=O)N[C@@H](CCC(NCCCNC(C1=C(C=C(C=C1)NC=1C=2N(C=CN1)C(=CN2)C2=C(C(=C(C=C2)OC)F)F)CC)=O)=O)C(=O)O N2-(L-lysyl)-N5-(3-(4-((3-(2,3-difluoro-4-methoxyphenyl)imidazo[1,2-a]pyrazin-8-yl)amino)-2-ethylbenzamido)propyl)-L-glutamine trihydrochloride